CC1CCC(CC1)C(COC)(COC)CC[Si](C1=CC=CC=C1)(C1=CC=CC=C1)C1=CC=CC=C1 2-(4-methylcyclohexyl)-2-(2-triphenylsilylethyl)-1,3-dimethoxypropane